(2R,5S)-5-(dimethylaminomethyl)-2-(3-phenoxyphenyl)-1,4-thiazepan-3-one CN(C)C[C@H]1NC([C@H](SCC1)C1=CC(=CC=C1)OC1=CC=CC=C1)=O